1-methyliodiopyridine CN1C(C=CC=C1)I